1-(4-(bromo(4,5-dichloro-2-methoxyphenyl)methyl)piperidin-1-yl)ethanone BrC(C1CCN(CC1)C(C)=O)C1=C(C=C(C(=C1)Cl)Cl)OC